ClC1=C(C=CC=C1COC1=NC(=C(C(=N1)OC)C=O)OC)C1=C(C(=CC=C1)CCCN1CCCCC1)C 2-((2-chloro-2'-methyl-3'-(3-(piperidin-1-yl)propyl)-[1,1'-biphenyl]-3-yl)methoxy)-4,6-dimethoxypyrimidine-5-carbaldehyde